C1(CC1)C1=NN(C=N1)C1CC2(CN(C2)C(=O)N2CCC(CC2)CC=2C=C(C=CC2F)S(=O)(=O)N)C1 3-[[1-[6-(3-cyclopropyl-1,2,4-triazol-1-yl)-2-azaspiro[3.3]heptane-2-carbonyl]-4-piperidyl]methyl]-4-fluoro-benzenesulfonamide